OCC1CCN(CC1)C1=NC(=NC(=C1)N(CC=1C=NC=CC1)C)NC=1SC(=C(N1)C)C(=O)OCC 2-[[4-[4-(Hydroxymethyl)-1-piperidinyl]-6-[N-methyl-N-(3-pyridinylmethyl)amino]-2-pyrimidinyl]amino]-4-methyl-5-thiazolecarboxylic acid, ethyl ester